ClC1=CC(=C2C=CNC2=C1)C=1N=C(C2=C(N1)C(=CS2)S(=O)(=O)C)N2[C@@H](COCC2)C (R)-4-(2-(6-chloro-1H-indol-4-yl)-7-(methylsulfonyl)thieno[3,2-d]pyrimidin-4-yl)-3-methylmorpholine